2-Amino-6-((1-(isopropylamino)cyclopropyl)methoxy)-5-methyl-1-(5-methyl-1H-indazol-4-yl)-1H-pyrrole NC=1N(C(=CC1)C)C1=C2C=NNC2=CC(=C1C)OCC1(CC1)NC(C)C